2-methyl-2-phenylpropanamide CC(C(=O)N)(C)C1=CC=CC=C1